N-(2,3-bis(isobutyryloxy)-5-chlorobenzylidene)-2,4-dichlorobenzenamine C(C(C)C)(=O)OC1=C(C=NC2=C(C=C(C=C2)Cl)Cl)C=C(C=C1OC(C(C)C)=O)Cl